ClC1=C(C(=CC=C1)C)NC(=O)C1=CN=C(S1)NC1=CC(=NC(=N1)C)N1CCN(CC1)CCOC=1C=CC=C2C=CC(=CC12)C=1SC=C(N1)CC(=O)NCC(=O)OCC1=CC=CC=C1 Benzyl (2-(2-(8-(2-(4-(6-((5-((2-Chloro-6-Methylphenyl)Carbamoyl)Thiazol-2-yl)Amino)-2-Methylpyrimidin-4-yl)Piperazin-1-yl)Ethoxy)Naphthalen-2-yl)Thiazol-4-yl)Acetyl)Glycinate